2-ethyl 8-(2-methoxyethyl) (1S,2S,5R)-3-((4-(4-chlorobenzyl)piperazin-1-yl)sulfonyl)-3,8-diazabicyclo[3.2.1]octane-2,8-dicarboxylate ClC1=CC=C(CN2CCN(CC2)S(=O)(=O)N2[C@@H]([C@@H]3CC[C@H](C2)N3C(=O)OCCOC)C(=O)OCC)C=C1